ClC=1C(=NC2=CC(=C(N=C2C1N[C@H](CC)C1=CC=CC=C1)C=1C=NC(=CC1)P(=O)(C)C)F)C 3-chloro-6-[6-(dimethylphosphoryl)pyridin-3-yl]-7-fluoro-2-methyl-N-[(1R)-1-phenylpropyl]-1,5-naphthyridin-4-amine